C(C1=CC=CC=C1)C=1NC(=NN1)C(=O)NC1=NC=CC(=C1)C=1C(=NC=C(C1)C)OC(C)C 5-benzyl-N-(2-isopropoxy-5-methyl-[3,4'-bipyridine]-2'-yl)-4H-1,2,4-triazole-3-carboxamide